C(C)OC1=C(C=NC(=C1)OCC1=CC=C(C=C1)OC)C1=CC(=C(C=C1)CC(=O)NC=1C=C(C(=O)NCC2CN(C2)C)C=C(C1)C(F)(F)F)F 3-(2-(4-(4-ethoxy-6-[(4-methoxyphenyl)methoxy]pyridin-3-yl)-2-fluorophenyl)acetamido)-N-[(1-methylazetidin-3-yl)methyl]-5-(trifluoromethyl)benzamide